CC1(CCC=2C1=NC1=C(C2NC(=O)N=[S@@](=O)(N)C=2SC(=CN2)C(C)(C)O)CCC1)C (S)-N'-((3,3-dimethyl-1,2,3,5,6,7-hexahydrodicyclopenta[b,e]pyridin-8-yl)carbamoyl)-5-(2-hydroxypropan-2-yl)thiazole-2-sulfonimidamide